sodium (3R,5S,E)-7-(1-ethyl-3-(4-fluorophenyl)-1H-indol-2-yl)-3,5-dihydroxyhept-6-enoate C(C)N1C(=C(C2=CC=CC=C12)C1=CC=C(C=C1)F)/C=C/[C@H](C[C@H](CC(=O)[O-])O)O.[Na+]